2-(THIOPHEN-2-YLSULFANYL)ACETALDEHYDE S1C(=CC=C1)SCC=O